FC=1C(=NC(=NC1)NC1=CC=C(C=N1)N1CCN(CC1)C(=O)OC(C)(C)C)C=1C=C2C(=CC=NC2=C(C1)F)[C@@H](C)O |r| (±)-Tert-butyl 4-(6-((5-fluoro-4-(8-fluoro-4-(1-hydroxyethyl)quinolin-6-yl)pyrimidin-2-yl)amino)pyridin-3-yl)piperazine-1-carboxylate